Dodecyloxydiaminobenzene C(CCCCCCCCCCC)OC=1C(=C(C=CC1)N)N